4-chlorobutyryl chloride ClCCCC(=O)Cl